Methyl 2-(4-(4,4,5,5-tetramethyl-1,3,2-dioxaborolan-2-yl)-2-(trifluoromethoxy)phenoxy)acetate CC1(OB(OC1(C)C)C1=CC(=C(OCC(=O)OC)C=C1)OC(F)(F)F)C